Cl.C(C)OC(C=C)=O.ClC1=C(C=CC(=C1)F)/C(=C(/C=1C=C2C=NNC2=CC1)\C1=CC=C(C=C1)/C=C/C(=O)O)/CC (E)-3-(4-((E)-2-(2-chloro-4-fluorophenyl)-1-(1H-indazol-5-yl)but-1-en-1-yl)phenyl)acrylic acid Ethyl-acrylate hydrochloride